COCCOC=1C(=NC=NC1)C#N 5-(2-methoxyethoxy)pyrimidine-4-carbonitrile